6-(2,6-Dichloro-4-nitrophenoxy)-4,4-dimethyl-2,3,4,9-tetrahydro-1H-pyrido[3,4-b]indol-1-one ClC1=C(OC=2C=C3C4=C(NC3=CC2)C(NCC4(C)C)=O)C(=CC(=C1)[N+](=O)[O-])Cl